C(C1=CC=CC=C1)OCCCCCOC1=CC=2N(C=C1)C(N(N2)C2C(NC(CC2)=O)=O)=O 3-(7-(5-(benzyloxy)pentoxy)-3-oxo-[1,2,4]triazolo[4,3-a]pyridin-2(3H)-yl)piperidine-2,6-dione